N-[4-[[3-[2-[(4-aminocyclohexyl)amino]pyrimidin-4-yl]-2-pyridyl]oxy]-3-methyl-phenyl]-2-chloro-benzenesulfonamide NC1CCC(CC1)NC1=NC=CC(=N1)C=1C(=NC=CC1)OC1=C(C=C(C=C1)NS(=O)(=O)C1=C(C=CC=C1)Cl)C